bis(2,4-di-tert-butylphenyl)-phenyl-phenylphosphonous acid C(C)(C)(C)C1=C(C=CC(=C1)C(C)(C)C)C1=C(C(=C(C=C1)P(O)O)C1=CC=CC=C1)C1=C(C=C(C=C1)C(C)(C)C)C(C)(C)C